benzyl 4-((((1R,3r,5S)-3-(5-((1S,2R)-2-fluorocyclopropyl)isoxazole-3-carboxamido)-8-azabicyclo[3.2.1]octan-8-yl)sulfonyl)methyl)piperidine-1-carboxylate F[C@H]1[C@@H](C1)C1=CC(=NO1)C(=O)NC1C[C@H]2CC[C@@H](C1)N2S(=O)(=O)CC2CCN(CC2)C(=O)OCC2=CC=CC=C2